N-[2-Chloro-4-fluoro-5-[4-(3-fluoropropyl)-4,5-dihydro-5-oxo-1H-tetrazol-1-yl]-phenyl]-ethansulfonamide (S)-tert-butyl-3-methyl-2-((S)-N-methylpyrrolidine-3-carboxamido)butanoate C(C)(C)(C)OC([C@H](C(C)C)N(C(=O)[C@@H]1CNCC1)C)=O.ClC1=C(C=C(C(=C1)F)N1N=NN(C1=O)CCCF)NS(=O)(=O)CC